FC1=CC(=CC=2N(C(=NC21)C)C2CCN(CC2)C)C2=CNC1=NC(=CC=C12)OC 4-fluoro-6-(6-methoxy-1H-pyrrolo[2,3-b]pyridin-3-yl)-2-methyl-1-(1-methylpiperidin-4-yl)-1H-benzo[d]imidazole